C(CCCCCCCCCCCCCCCCCCCCCCCCC)N1C(CCC1)=O 1-N-hexacosyl-2-pyrrolidone